2-(4-hydroxyphenyl)pyrrolidine-1-carboxylic acid tert-butyl ester C(C)(C)(C)OC(=O)N1C(CCC1)C1=CC=C(C=C1)O